The molecule is a glycerophosphoinositol that is 1-D-myo-inositol substituted at position 1 by an archaetidyl group. It is an ether lipid and a glycerophosphoinositol. It derives from a 2,3-di-O-phytanyl-sn-glycerol. It is a conjugate acid of a 1-archaetidyl-D-myo-inositol(1-). C[C@H](CCC[C@H](C)CCCC(C)C)CCC[C@@H](C)CCOC[C@@H](COP(=O)(O)OC1[C@@H]([C@H](C([C@H]([C@H]1O)O)O)O)O)OCC[C@H](C)CCC[C@H](C)CCC[C@H](C)CCCC(C)C